ClC1=C(CNC(C2=CC=C(C=C2)NC(=O)NCC2=CC=NC=C2)=O)C=C(C=C1)Cl N-(2,5-dichlorobenzyl)-4-(3-(pyridin-4-ylmethyl)ureido)benzamide